4-((2s,5r)-4-(1-cyclopropyl-propyl)-2,5-dimethylpiperazin-1-yl)-1-methyl-2-oxo-1,2-dihydropyrido[3,2-d]pyrimidine-6-carbonitrile C1(CC1)C(CC)N1C[C@@H](N(C[C@H]1C)C=1C2=C(N(C(N1)=O)C)C=CC(=N2)C#N)C